N'-(2-naphthyl)urea C1=C(C=CC2=CC=CC=C12)NC(N)=O